2-(2-(benzo[b]thiophen-2-yl)-5-ethyl-7-oxo-6-(piperazin-1-yl)-[1,2,4]triazolo[1,5-a]pyrimidin-4(7H)-yl)-N-(4-(pentafluoro-λ6-sulfaneyl)phenyl)acetamide S1C2=C(C=C1C1=NN3C(N(C(=C(C3=O)N3CCNCC3)CC)CC(=O)NC3=CC=C(C=C3)S(F)(F)(F)(F)F)=N1)C=CC=C2